2-(4-ethoxyphenyl)-1-(3,4,5-trimethoxyphenyl)ethan-1-one oxime C(C)OC1=CC=C(C=C1)CC(=NO)C1=CC(=C(C(=C1)OC)OC)OC